6-chloro-2-(((1r,4r)-4-(6-fluoroquinolin-4-yl)cyclohexyl)methyl)-1,2-dihydro-3H-indazol-3-one ClC1=CC=C2C(N(NC2=C1)CC1CCC(CC1)C1=CC=NC2=CC=C(C=C12)F)=O